ClC=1C=NN(C1C1=NN2C(N(C(CC2)=O)CC2=CC=C(C=C2)C=2N(C=C(N2)C(F)(F)F)CC)=C1)C1(CC1)COC 2-(4-chloro-1-(1-(methoxymethyl)cyclopropyl)-1H-pyrazol-5-yl)-4-(4-(1-ethyl-4-(trifluoromethyl)-1H-imidazol-2-yl)benzyl)-6,7-dihydropyrazolo[1,5-a]pyrimidin-5(4H)-one